CN(CCN1N=CC(=C1C1=CC=C(C=C1)OCC1=NC2=CC=CC=C2C=C1)C1=CC=NC=C1)C dimethyl-(2-{4-pyridin-4-yl-5-[4-(quinolin-2-ylmethoxy)-phenyl]-pyrazol-1-yl}-ethyl)-amine